1,3,5-Triazine-2,4,6-Triamine N1=C(N=C(N=C1N)N)N